4,5,6,7-tetrahydro-1H-pyrazolo[4,3-f][1,4]oxazepine N1N=CC=2CNCCOC21